N6-(6-methoxypyridin-2-yl)-N1-methyl-4-(5-(methylamino)benzo[d]oxazol-2-yl)-2,7-naphthyridin-1,6-diamine COC1=CC=CC(=N1)NC=1C=C2C(=CN=C(C2=CN1)NC)C=1OC2=C(N1)C=C(C=C2)NC